2-(1-(2-(2-methoxyphenyl)-2-((tetrahydro-2H-pyran-4-yl)oxy)ethyl)-5-methyl-6-(oxazole-2-yl)-2,4-dioxo-1,4-dihydrothieno[2,3-d]pyrimidine-3(2H)-yl)-2-methylpropanoic acid COC1=C(C=CC=C1)C(CN1C(N(C(C2=C1SC(=C2C)C=2OC=CN2)=O)C(C(=O)O)(C)C)=O)OC2CCOCC2